1-(3-chlorobenzyl)-1H-indol ClC=1C=C(CN2C=CC3=CC=CC=C23)C=CC1